FC1=C(C(=C2C=CNC2=C1F)C(NC)=O)OC=1C=CC(=C(C1)C=1NC=C(N1)[C@@]1(CCOC2=C(C=CC=C12)CCC(=O)O)C)F 3-[(4R)-4-[2-[5-[[6,7-difluoro-4-(methylcarbamoyl)-1H-indol-5-yl]oxy]-2-fluoro-phenyl]-1H-imidazol-4-yl]-4-methyl-chroman-8-yl]propanoic acid